1-(4-Fluorophenyl)-3-[4-(6-hydroxyhexoxy)phenyl]prop-2-en-1-one FC1=CC=C(C=C1)C(C=CC1=CC=C(C=C1)OCCCCCCO)=O